(1R,2R)-N-(7-chloro-6-(4-((3S,4S)-4-hydroxy-3-methyltetrahydrofuran-3-yl)piperazin-1-yl)isoquinolin-3-yl)-2-(pyridin-2-yl)cyclobutane-1-carboxamide ClC1=C(C=C2C=C(N=CC2=C1)NC(=O)[C@H]1[C@@H](CC1)C1=NC=CC=C1)N1CCN(CC1)[C@]1(COC[C@H]1O)C